C(CCCC)N1C(=NC2=C3C=CC=NC3=C3N=CC=CC3=C21)C2=CC=C(C=C2)C=2N(C=1C(=C3C=CC=NC3=C3N=CC=CC13)N2)CCCCC 1,4-bis(1-pentyl-1H-imidazo[4,5-f][1,10]phenanthrolin-2-yl)benzene